[C@@H]12N(C[C@@H](NC1)C2)C2=CN=C(S2)C2=NNC(=C2C(C)C)C=2C=C(C=1N(C2)N=CN1)OC 5-((1S,4S)-2,5-diazabicyclo[2.2.1]hept-2-yl)-2-(4-isopropyl-5-(8-methoxy-[1,2,4]triazolo[1,5-a]pyridin-6-yl)-1H-pyrazol-3-yl)thiazole